tungsten-silver [Ag].[W]